5-(4-methylpyridin-3-yl)-1,3-dihydro-2H-benzo[d]imidazol-2-one CC1=C(C=NC=C1)C1=CC2=C(NC(N2)=O)C=C1